COC(NC=1N=C(C2=C(N1)C=NN2CC2=NC=C(C=C2OC)C2CCNCC2)N[C@H](CCO)CCC)=O (S)-(7-((1-hydroxyhex-3-yl)amino)-1-((3-methoxy-5-(piperidin-4-yl)pyridin-2-yl)methyl)-1H-pyrazolo[4,3-d]Pyrimidin-5-yl)carbamic acid methyl ester